N-[1-(3-chloro-2-fluoro-phenyl)propyl]cyclopropanamine ClC=1C(=C(C=CC1)C(CC)NC1CC1)F